3-amino-N-(3,5-dihydroxyphenyl)-6-(4-(pyrrolidin-1-ylmethyl)phenyl)pyrazine-2-carboxamide NC=1C(=NC(=CN1)C1=CC=C(C=C1)CN1CCCC1)C(=O)NC1=CC(=CC(=C1)O)O